3-bromopropionitrile BrCCC#N